BrC1=C(N(C(=C1)C)C=1SC(=CC1C#N)C)C 2-(3-bromo-2,5-dimethyl-1H-pyrrol-1-yl)-5-methylthiophene-3-carbonitrile